O1C[C@@H](OC2=NC=CC=C21)C2=CC=C(CN1CCC(CC1)CCCC(=O)O)C=C2 4-(1-{4-[(3S)-2,3-dihydro[1,4]dioxino[2,3-b]pyridin-3-yl]benzyl}piperidin-4-yl)butanoic acid